4-(chloromethyl)-N-(3-methoxybenzyl)-N-(3-morpholinophenylmethyl)thiazol-2-amine ClCC=1N=C(SC1)N(CC1=CC(=CC=C1)N1CCOCC1)CC1=CC(=CC=C1)OC